(6-amino-5-ethyl-3-pyridyl)-2-[(2S,5R)-2-(1H-indazol-4-yl)-5-methyl-1-piperidyl]-2-oxo-acetamide NC1=C(C=C(C=N1)NC(C(=O)N1[C@@H](CC[C@H](C1)C)C1=C2C=NNC2=CC=C1)=O)CC